(S)-6-(2-aminopropyl)-7-methyl-N-(pyridin-4-ylmethyl)thieno[3,2-d][1,2,3]triazin-4-amine N[C@H](CC1=C(C=2N=NN=C(C2S1)NCC1=CC=NC=C1)C)C